CN1SC(C=C1)=O 2-methyl-3-isothiazolin-one